CC1=C(C2=C(N=CN=C2NC2(CC2)C)O1)C(=O)NCC#C 6-methyl-4-[(1-methylcyclopropyl)amino]-N-(prop-2-yn-1-yl)furo[2,3-d]pyrimidine-5-carboxamide